(E)-1-bromo-4-(2-(phenylsulfonyl)vinyl)benzene BrC1=CC=C(C=C1)\C=C\S(=O)(=O)C1=CC=CC=C1